ClC1=NC=NC2=C1N(C=1C=CC(=CC21)CN2CCC1(CN(C1)C)CC2)CC(F)(F)F 4-chloro-8-[(2-methyl-2,7-diazaspiro[3.5]nonan-7-yl)methyl]-5-(2,2,2-trifluoroethyl)pyrimido[5,4-b]indole